C1=CC=C(C=C1)C(=O)N2C=NC(=C2N)C#N The molecule is an aminoimidazole that is 5-amino-1H-imidazole which is substituted at positions 1 and 4 by benzoyl and cyano groups, respectively. It is an aminoimidazole, a nitrile, a primary amino compound and a N-acylimidazole.